C(C)(C)N[C@@H]1[C@H](CCCC1)OC=1C=C2CN(C(C2=CC1)=O)C1C(NC(CC1)=O)=O 3-(5-(((1S,2S)-2-(isopropylamino)cyclohexyl)oxy)-1-oxoisoindolin-2-yl)piperidine-2,6-dione